2-{bicyclo[2.2.1]heptan-2-yl}-N-[(1s,4s)-4-{[6-chloro-2-(trifluoromethyl)quinolin-4-yl]amino}cyclohexyl]acetamide C12C(CC(CC1)C2)CC(=O)NC2CCC(CC2)NC2=CC(=NC1=CC=C(C=C21)Cl)C(F)(F)F